Cl.C([2H])([2H])([2H])N[C@@H](CC(C)C)C(=O)N1C[C@]2(C[C@H]1C(=O)N)C(NC1=C(C(=C(C(=C12)[2H])[2H])[2H])[2H])=O (3R,5'S)-1'-((methyl-d3)-L-Leucyl)-2-oxospiro[indoline-3,3'-pyrrolidine]-4,5,6,7-d4-5'-carboxamide hydrochloride